ClC1(C(C(C(C(C1(F)F)(F)F)(F)F)(F)F)(Cl)F)Cl 1,1,2-trichloro-nonafluorocyclohexane